C(#C)C1=CC(=CC=C1)S(=O)(=O)C 1-ethynyl-3-(methylsulfonyl)benzene